BrC1=CC=C2C=C(C=NC2=C1)C1CC1 7-Bromo-3-cyclopropylquinoline